N-(5-(7-(4-(tert-butyl)phenyl)-4-oxo-2H-benzo[e][1,3]oxazin-3(4H)-yl)-2-((2-methoxyethoxy)methoxy)phenyl)methanesulfonamide C(C)(C)(C)C1=CC=C(C=C1)C1=CC2=C(C(N(CO2)C=2C=CC(=C(C2)NS(=O)(=O)C)OCOCCOC)=O)C=C1